O.Cl(=O)(=O)(=O)[O-].[Hg+] mercurous perchlorate hydrate